3-(5-methyl-2,5-diazabicyclo[2.2.2]octan-2-yl)-2-nitroaniline CN1C2CN(C(C1)CC2)C=2C(=C(N)C=CC2)[N+](=O)[O-]